C(=O)O.NC1CC(C1)C(=O)NCCNC(C1=C(C=C(C=C1)NC=1C=2N(C=CN1)C(=CN2)C=2C(=NNC2)C(F)(F)F)CC)=O N-(2-((1r,3r)-3-aminocyclobutane-1-carboxamido)ethyl)-2-ethyl-4-((3-(3-(trifluoromethyl)-1H-pyrazol-4-yl)imidazo[1,2-a]pyrazin-8-yl)amino)benzamide formate